6-(3-Benzyloxyphenyl)-3-methyl-1-p-toluenesulfonyl-2,3,4,7-tetrahydro-1H-azepin-3-ol C(C1=CC=CC=C1)OC=1C=C(C=CC1)C1=CCC(CN(C1)S(=O)(=O)C1=CC=C(C)C=C1)(O)C